BrC1=CC(=C(C=C1OC)NC(=O)C1CC(C1)C(=O)OC)I methyl 3-[(4-bromo-2-iodo-5-methoxy-phenyl)carbamoyl]-cyclobutanecarboxylate